P1(C(C(=CC=C1)O)O)C1=CC=CC=C1 phosphabi-benzenediol